(1-((1R,4R,5S)-2-azabicyclo[2.1.1]hex-5-yl)-8-(2-cyanoethyl)-4-ethoxy-6-fluoro-7-(3-hydroxynaphthalen-1-yl)-1H-pyrrolo[3,2-c]quinolin-2-yl)-N,N-dimethylpropanamide [C@H]12NC[C@H]([C@@H]1N1C(=CC=3C(=NC=4C(=C(C(=CC4C31)CCC#N)C3=CC(=CC1=CC=CC=C31)O)F)OCC)C(C(=O)N(C)C)C)C2